1-isopropylphenyl-imidazole C(C)(C)C1(CC=CC=C1)C=1NC=CN1